2-[3-(azetidin-3-yl)-1-bicyclo[1.1.1]pentanyl]-5-(2,2,2-trifluoroethyl)-1,3,4-oxadiazole N1CC(C1)C12CC(C1)(C2)C=2OC(=NN2)CC(F)(F)F